COC1=NC(=NC(=C1NC(=O)C=1OC(=CC1)OC=1C=C2C(CCC2=CC1C)(C)C)OC)SCCC(=O)NCCN(CCNC(OC(C)(C)C)=O)C tert-butyl (2-((2-(3-((4,6-dimethoxy-5-(5-((3,3,6-trimethyl-2,3-dihydro-1H-inden-5-yl)oxy)furan-2-carboxamido)pyrimidin-2-yl)thio)propanamido)ethyl)(methyl)amino)ethyl)carbamate